NC=1N=C(SC1C(=O)C1=CC(=NO1)C(=O)NC1=NC=CC=C1)N(C1=CC=C(C=C1)F)[C@@H](C(=O)N)C |r| rac-5-[4-amino-2-(N-(2-amino-1-methyl-2-oxo-ethyl)-4-fluoro-anilino)thiazole-5-carbonyl]-N-(2-pyridyl)isoxazole-3-carboxamide